NC1=C(C=C(C=N1)C1=CC=C(C=C1)C(=O)N1CCC(CC1)N1CCCC1)OC(C)C1=C(C=CC=C1C(F)(F)F)F (4-{6-amino-5-[1-(2-fluoro-6-trifluoromethyl-phenyl)-ethoxy]-pyridin-3-yl}-phenyl)-(4-pyrrolidin-1-yl-piperidin-1-yl)-methanone